NC1=C2C(=NC=N1)N(N=C2C2=CC=C(C=C2)OC2=CC=CC=C2)C2CCN(CC2)C2C(CN(CC2)C2CN(C2)C=2C=C1C(N(C(C1=CC2)=O)C2C(NC(CC2)=O)=O)=O)F cis-5-(3-(4-(4-amino-3-(4-phenoxyphenyl)-1H-pyrazolo[3,4-d]pyrimidin-1-yl)-3'-fluoro-[1,4'-bipiperidin]-1'-yl)azetidin-1-yl)-2-(2,6-dioxopiperidin-3-yl)isoindoline-1,3-dione